(R)-(6-Chloro-imidazo[1,5-a]pyridin-5-yl)-(1-phenyl-1H-[1,2,3]triazol-4-yl)-methanol ClC=1C=CC=2N(C1[C@@H](O)C=1N=NN(C1)C1=CC=CC=C1)C=NC2